(1S,2S)-2-((6-(4-((6-(3,3-difluorocyclobutoxy)pyrazin-2-yl)amino)-3-methylisoxazol-5-yl)-2-methylpyridin-3-yl)carbamoyl)cyclohexane-1-carboxylic acid FC1(CC(C1)OC1=CN=CC(=N1)NC=1C(=NOC1C1=CC=C(C(=N1)C)NC(=O)[C@@H]1[C@H](CCCC1)C(=O)O)C)F